(S)-N-(1-(6-(2-(difluoromethyl)pyridin-3-yl)-1-neopentyl-1H-indol-3-yl)-2,2-difluoroethyl)cyclopropanesulfonamide FC(C1=NC=CC=C1C1=CC=C2C(=CN(C2=C1)CC(C)(C)C)[C@@H](C(F)F)NS(=O)(=O)C1CC1)F